C([C@@H](S)[C@H](O)[C@H](O)CO)O thioarabinitol